(S)-methyl 4-amino-5-fluoro-2-((1,1,1-trifluoropropan-2-yl)oxy)benzoate NC1=CC(=C(C(=O)OC)C=C1F)O[C@H](C(F)(F)F)C